(R)-(5-bromo-pyridin-3-yl)-(3-methyl-azetidin-3-yl)-(4-trifluoromethyl-phenyl)-methanol BrC=1C=C(C=NC1)[C@@](O)(C1=CC=C(C=C1)C(F)(F)F)C1(CNC1)C